5-(Trifluoromethyl)-2,3-dihydrobenzofuran-7-sulfonamide FC(C=1C=C(C2=C(CCO2)C1)S(=O)(=O)N)(F)F